ClC=1C(=CC(=NC1)NC1COC1)C=1C=C2N(C[C@@H](N(C2=O)CC2=C(C=CC(=C2)F)CO)COC)C1 (R)-7-(5-chloro-2-(oxetan-3-ylamino)pyridin-4-yl)-2-(5-fluoro-2-(hydroxymethyl)benzyl)-3-(methoxymethyl)-3,4-dihydropyrrolo[1,2-a]pyrazin-1(2H)-one